1,3-dicyano-N-(5-phenylthiazol-2-yl)pyrrolidine-3-carboxamide C(#N)N1CC(CC1)(C(=O)NC=1SC(=CN1)C1=CC=CC=C1)C#N